(2R)-2-(6-chloro-1-[[2-(trimethylsilyl)ethoxy]methyl]pyrrolo[3,2-c]pyridin-2-yl)pyrrolidine ClC1=CC2=C(C=N1)C=C(N2COCC[Si](C)(C)C)[C@@H]2NCCC2